FC1=C(C(=CC(=C1)C(F)(F)F)F)[C@@H](CC)NC(=O)C=1C=C(N2C1COCC2)C(=O)N2[C@H](CCC2)C 6-((S)-2-methyl-pyrrolidine-1-carbonyl)-3,4-dihydro-1H-pyrrolo[2,1-c][1,4]oxazine-8-carboxylic acid [(R)-1-(2,6-difluoro-4-trifluoromethyl-phenyl)-propyl]-amide